N-(4-methyl-3-(5-morpholino-6-(oxetan-3-ylethynyl)pyridin-3-yl)phenyl)-2-(trifluoromethyl)isonicotinamide CC1=C(C=C(C=C1)NC(C1=CC(=NC=C1)C(F)(F)F)=O)C=1C=NC(=C(C1)N1CCOCC1)C#CC1COC1